6-(4-(((2-(2,6-dioxopiperidin-3-yl)-1-oxoisoindolin-4-yl)methyl)(methyl)amino)piperidin-1-yl)-2-(4-phenoxyphenyl)nicotinamide O=C1NC(CCC1N1C(C2=CC=CC(=C2C1)CN(C1CCN(CC1)C1=NC(=C(C(=O)N)C=C1)C1=CC=C(C=C1)OC1=CC=CC=C1)C)=O)=O